CC1=CC=CC(=N1)C1=NNC=C1C1=NC2=CC(=CN=C2C=C1)C=1N=C2N(CCNC2)C1 2-(3-(6-methylpyridin-2-yl)-1H-pyrazol-4-yl)-7-(5,6,7,8-tetrahydroimidazo[1,2-a]pyrazin-2-yl)-1,5-naphthyridine